[C].[Zr].[Ca].NC(CCCCNC1=C(C(=O)NC2=NC(=C(C=C2)C)C2CC2)C=CC(=C1)Cl)C 2-((5-aminohexyl)amino)-4-chloro-N-(6-cyclopropyl-5-methylpyridin-2-yl)benzamide calcium-zirconium carbon